C(C)OC(=O)[C@@H]1CCC2=CC(=CC(N12)=O)O.C1(=CC=C(C=C1)C(\C=C\S(=O)(=O)C1=CC=CC=C1)=O)C1=CC=CC=C1 (E)-1-([1,1'-biphenyl]-4-yl)-3-(phenylsulfonyl)prop-2-en-1-one ethyl-(3S)-7-hydroxy-5-oxo-1,2,3,5-tetrahydro-3-indolizinecarboxylate